COC1=CC=C(C=C1)CCOC1=CC=C(N)C=C1 4-(4-methoxyphenylethoxy)aniline